CC=1N=NN2C1C1=C(C(CC2)NC2=C(C(=O)OC)C=CC=C2)C=C(C=C1)C=1C=NN(C1)C methyl 2-((1-methyl-9-(1-methyl-1H-pyrazol-4-yl)-6,7-dihydro-5H-benzo[c][1,2,3]triazolo[1,5-a]azepin-7-yl) amino)benzoate